C(C=1C(C(C=C(C1)C)(C(C)(C)C)CCCC)O)C=1C(C(C=C(C1)C)(CCCC)C(C)(C)C)O 2,2'-methylenebis(4-methyl-6-tert-butyl-6-butylphenol)